C1(=CC=CC=C1)N=NNNNC1=CC=CC=C1 1,5-diphenylpentaazene